CCCCCCCCCCC(N)S aminoundecanethiol